(1R,2S,5S)-3-((S)-2-amino-3,3-dimethylbutyryl)-N-((S)-1-cyano-2-((S)-2-oxocyclopentyl)ethyl)-6,6-dimethyl-3-azabicyclo[3.1.0]hexane-2-carboxamide N[C@H](C(=O)N1[C@@H]([C@H]2C([C@H]2C1)(C)C)C(=O)N[C@@H](C[C@H]1C(CCC1)=O)C#N)C(C)(C)C